(Z)-N'-hydroxy-1,3-dimethyl-1H-pyrazolo[4,3-b]Pyridine-6-carboxamidine O\N=C(/N)\C=1C=C2C(=NC1)C(=NN2C)C